3-(6-(2-((tert-butyldimethylsilyl)oxy)ethyl)pyrimidin-4-yl)-N-(1-(2-((4-methoxybenzyl)oxy)phenyl)ethyl)imidazo[1,2-b]pyridazin-6-amine [Si](C)(C)(C(C)(C)C)OCCC1=CC(=NC=N1)C1=CN=C2N1N=C(C=C2)NC(C)C2=C(C=CC=C2)OCC2=CC=C(C=C2)OC